N[C@H]1CO[C@H]2[C@@H]1OC[C@@H]2N2CC1N(C(C2)C1)C(=O)OC(C)(C)C tert-butyl 3-((3S,3aR,6S,6aR)-6-aminohexahydrofuro[3,2-b]furan-3-yl)-3,6-diazabicyclo[3.1.1]heptane-6-carboxylate